NC=1C2=C(N=CN1)N(C=C2Br)[C@H]2[C@@H]([C@@H]([C@H](C2)CNCCCNCCC2=CC=C(C=C2)F)O)O (1R,2S,3R,5R)-3-(4-amino-5-bromo-7H-pyrrolo[2,3-d]pyrimidin-7-yl)-5-(((3-((4-fluorophenethyl)amino)propyl)amino)methyl)cyclopentane-1,2-diol